2-(2-oxabicyclo[2.1.1]hex-4-yl)-6-isopropoxy-2H-indazole-5-carboxylic acid methyl ester COC(=O)C1=CC2=CN(N=C2C=C1OC(C)C)C12COC(C1)C2